O1COC2=C1C=CC(=C2)N(C(C2=CC(=CC=C2)N2N=C(C=C2OCC2=CC=CC=C2)C(F)(F)F)=O)C N-(1,3-benzodioxol-5-yl)-3-[5-benzyloxy-3-(trifluoromethyl)pyrazol-1-yl]-N-methyl-benzamide